4-chloro-6-(morpholin-4-yl)pyridine-2-carbaldehyde ClC1=CC(=NC(=C1)N1CCOCC1)C=O